N1=CC(=CC=C1)C1=NNC=C1C1=NC2=CC=C3C(=C2C=2CCCCC12)C=NN3 7-(3-(pyridin-3-yl)-1H-pyrazol-4-yl)-8,9,10,11-tetrahydro-3H-pyrazolo[4,3-a]phenanthridine